(3-chloro-6-(difluoromethyl)-2-fluorophenyl)-3-methyl-N-(1-((4-methyl-2-((1r,5s)-2-oxo-3-azabicyclo[3.1.0]hex-3-yl)pyrimidin-5-yl)methyl)-1H-pyrazol-4-yl)pyrazine-2-carboxamide ClC=1C(=C(C(=CC1)C(F)F)C=1N=C(C(=NC1)C(=O)NC=1C=NN(C1)CC=1C(=NC(=NC1)N1C([C@@H]2C[C@@H]2C1)=O)C)C)F